6-((5-(1,4-dimethyl-6-oxo-1,6-dihydropyridin-3-yl)-7-(2-(ethyl(methyl)amino)ethyl)-1-oxo-3,4-dihydroisoquinolin-2(1H)-yl)methyl)-4-ethoxynicotinonitrile CN1C=C(C(=CC1=O)C)C1=C2CCN(C(C2=CC(=C1)CCN(C)CC)=O)CC1=NC=C(C#N)C(=C1)OCC